n-pyridylindoline C1CN(C2=CC=CC=C21)C3=CC=CC=N3